FC1=C(C(=CC=C1)OC)C1=CC=2N(C=C1C(=O)O)C(=CN2)C 7-(2-fluoro-6-methoxyphenyl)-3-methylimidazo(1,2-a)pyridine-6-carboxylic Acid